S-(6-(4-phenylthiazole-2-carboxamido) hexyl) 3-phenyl-propanethioate C1(=CC=CC=C1)CCC(SCCCCCCNC(=O)C=1SC=C(N1)C1=CC=CC=C1)=O